C(C)(C)(C)OC(=O)N1CCC(=CC1)C=1N(N=C2C=C(C=CC12)C1=CC(=CC=C1)OC)CCCN(C)C 4-(2-(3-(dimethylamino)propyl)-6-(3-methoxyphenyl)-2H-indazol-3-yl)-3,6-dihydropyridine-1(2H)-carboxylic acid tert-butyl ester